The molecule is a dimethylbenzoate in which the two methyl groups are located at positions 2 and 4. It derives from a benzoate. It is a conjugate base of a 2,4-dimethylbenzoic acid. CC1=CC(=C(C=C1)C(=O)[O-])C